Butyl butanesulfonate C(CCC)S(=O)(=O)OCCCC